BrC=1C=C(SC1C(F)(F)F)CN[S@@](=O)C(C)(C)C (S)-N-((4-bromo-5-(trifluoromethyl)thiophen-2-yl)methyl)-2-methylpropan-2-sulfinamide